C1(=CC=CC=C1)CC(=O)N1O[C@H]2[C@H](N([C@@H]1C=C2)C(=O)OCC2=CC=CC=C2)C2=CC(=CC=C2)C(F)(F)F Benzyl (1R,4S,6R)-3-(2-phenylacetyl)-6-(3-(trifluoromethyl)phenyl)-2-oxa-3,5-diazabicyclo[2.2.2]oct-7-ene-5-carboxylate